1-cyclobutyl-4-cyclopropyl-5-nitro-1H-pyrrolo[2,3-b]pyridine C1(CCC1)N1C=CC=2C1=NC=C(C2C2CC2)[N+](=O)[O-]